NC1=NC2=NC=CC=C2C=C1 2-amino-1,8-naphthyridine